(R or S)-2-(4,4-difluoro-3-methylpiperidin-1-yl)-N-(2-sulfamoylpyridin-4-yl)-6-(trifluoromethyl)nicotinamide FC1([C@@H](CN(CC1)C1=C(C(=O)NC2=CC(=NC=C2)S(N)(=O)=O)C=CC(=N1)C(F)(F)F)C)F |o1:2|